C1(CCCCC1)CS(=O)(=O)NC=1C=C(C=CC1)C[C@H](C(=O)O)[C@@H]1CNCC1 (2S)-3-[3-[(Cyclohexylmethyl)sulfonylamino]phenyl]-2-[(3R)-pyrrolidin-3-yl]propanoic acid